CN(NC)CC1=CC=2C(=NC=CC2)N1CCC(=O)NC(C(NCCOCCOCCC(N(C(C(OCC)=O)C)C)=O)=O)CCC(=O)O 18-(3-(2-((1,2-dimethylhydrazinyl)methyl)-1H-pyrrolo[2,3-b]pyridin-1-yl)propanamido)-5,6-dimethyl-4,7,17-trioxo-3,10,13-trioxa-6,16-diazahenicosan-21-oic acid